3-(bromomethyl)-N-(3-hydroxypropyl)benzenesulfonamide BrCC=1C=C(C=CC1)S(=O)(=O)NCCCO